O1CC(C1)COC=1C=C(N)C=CC1OC1=CC=CC=C1 3-(oxetan-3-ylmethoxy)-4-phenoxyaniline